methyl 2-((butyl(methoxycarbonyl)amino)methyl)benzoate C(CCC)N(C(=O)OC)CC1=C(C(=O)OC)C=CC=C1